tert-Butyl N-[3-[bis(tert-butoxycarbonyl)amino]-2-fluoro-4-nitro-phenyl]-N-[(4-fluorophenyl)-methyl]carbamate C(C)(C)(C)OC(=O)N(C=1C(=C(C=CC1[N+](=O)[O-])N(C(OC(C)(C)C)=O)CC1=CC=C(C=C1)F)F)C(=O)OC(C)(C)C